FC(S(=O)(=O)C1=CC=C(OCCN2CCC3(CC2)C(NC2=CC=C(C=C23)C#N)=O)C=C1)F 1'-[2-(4-difluoromethane-sulfonylphenoxy)eth-yl]-2-oxo-1,2-dihydrospiro[indole-3,4'-piperidine]-5-carbonitrile